FC1=C(C(=C(C(=C1F)F)F)F)[B-](C1=C(C(=C(C(=C1F)F)F)F)F)(C1=C(C(=C(C(=C1F)F)F)F)F)C1=C(C(=C(C(=C1F)F)F)F)F.C[NH+](C1=CC=C(C=C1)CCCC)CCCCCCCCCCCCCCCCCC N-methyl-4-butyl-N-octadecylanilinium [tetrakis(perfluorophenyl)borate]